CNNC(C(=O)OC)=O methyl 2-(2-methylhydrazino)-2-oxoacetate